3-[4-[4-[(4-Amino-2-oxabicyclo[2.2.2]octan-1-yl)methyl]piperazin-1-yl]-3-fluoro-phenyl]piperidine-2,6-dione NC12COC(CC1)(CC2)CN2CCN(CC2)C2=C(C=C(C=C2)C2C(NC(CC2)=O)=O)F